[Na].[Na].[Na].C1(C=CC(C=C1)=O)=O 1,4-benzoquinone trisodium salt